(2S,3S)-1-tert-butyl 2-methyl 3-allyl-3-methyl-4-oxopyrrolidine-1,2-dicarboxylate C(C=C)[C@]1([C@H](N(CC1=O)C(=O)OC(C)(C)C)C(=O)OC)C